BrC=1C(=C(C=C(C1)C1=CC=CC=C1)I)C(C)C 3-bromo-5-phenylisopropyl-iodobenzene